4-{3-[(1S)-1-(benzyloxy)ethyl]-4-methyl-5-oxo-4,5-dihydro-1H-1,2,4-triazol-1-yl}-2,5-difluorobenzoic acid tert-butyl ester C(C)(C)(C)OC(C1=C(C=C(C(=C1)F)N1N=C(N(C1=O)C)[C@H](C)OCC1=CC=CC=C1)F)=O